OC=1C=C(C=C(C1O)O)C=CC1=CC=CC=C1 3,4,5-trihydroxyphenyl-Styrene